6-fluoro-3-(1,2,5,6-tetrahydropyridin-3-yl)benzo[d]isoxazole FC1=CC2=C(C(=NO2)C=2CNCCC2)C=C1